pyrrolidin-1-yl-benzoic acid N1(CCCC1)C1=C(C(=O)O)C=CC=C1